2-[(2'R,4S)-6-bromo-2'-fluoro-1-oxospiro[3H-isoquinoline-4,1'-cyclopropane]-2-yl]-N-(5-cyano-3-fluoropyridin-2-yl)acetamide BrC=1C=C2C(=CC1)C(N(C[C@@]21[C@@H](C1)F)CC(=O)NC1=NC=C(C=C1F)C#N)=O